C(C)(C)(C)OC(=O)N(CCC(C(=O)[C@]1(CN(CC1)C(=O)OC(C)(C)C)OC)(C)C)C tert-butyl (3S)-3-[4-[tert-butoxycarbonyl(methyl)amino]-2,2-dimethyl-butanoyl]-3-methoxy-pyrrolidine-1-carboxylate